NC1=C2C=CNC2=NC=C1 4-Amino-7-azaindole